ClC=1C=C(C(=O)N[C@@H](C)C2=NC=NN2C2=NC=CC=N2)C=C(C1)S(=O)(=O)C(C)C 3-chloro-5-(isopropylsulfonyl)-N-{(1S)-1-[1-(pyrimidin-2-yl)-1H-1,2,4-triazol-5-yl]Ethyl}benzamide